6,7-di(1-methyl-2-propynyloxy)-5,8-quinolinedione CC(C#C)OC=1C(C=2C=CC=NC2C(C1OC(C#C)C)=O)=O